C(C)(C)(C)OC(=O)N1C[C@@H]([C@H]([C@@H](C1)OC)F)NC(=O)OCC1=CC=CC=C1 (3S,4R,5R)-3-(benzyloxycarbonylamino)-4-fluoro-5-methoxy-piperidine-1-carboxylic acid tert-butyl ester